2-methyl-3,6,7,8-tetrahydro-4H-cyclopenta[g]quinazolin-4-one CC1=NC2=CC3=C(C=C2C(N1)=O)CCC3